ethyl 1-(((((2R,3S,4R,5S)-5-(4-aminopyrrolo[2,1-f][1,2,4]triazin-7-yl)-2-cyano-3,4-dihydroxytetrahydrofuran-2-yl)methoxy)(phenoxy)phosphoryl)amino)cyclopropanecarboxylate NC1=NC=NN2C1=CC=C2[C@H]2[C@@H]([C@@H]([C@@](O2)(C#N)COP(=O)(OC2=CC=CC=C2)NC2(CC2)C(=O)OCC)O)O